[Hg].[Sb].[Sn] tin-antimony-mercury